2-(1,3-diethoxy-1,3-dioxopropan-2-yl)-4,5-dimethoxybenzoic acid C(C)OC(C(C(=O)OCC)C1=C(C(=O)O)C=C(C(=C1)OC)OC)=O